2-(azetidin-1-yl)-5-ethynyl-4,6-difluoro-1,3-benzoxazole N1(CCC1)C=1OC2=C(N1)C(=C(C(=C2)F)C#C)F